C(C)N1C(NC(=C1)C1=CC=C(C=C1)OC)=NC(C1=CC(=CC=C1)F)=O N-(1-Ethyl-4-(4-methoxyphenyl)-1,3-dihydro-2H-imidazol-2-ylidene)-3-fluorobenzamide